1H-indole-6-carboxylic acid methyl ester COC(=O)C1=CC=C2C=CNC2=C1